hexyl 4,7,8,12,14-pentachlorohexadecanoate ClC(CCC(=O)OCCCCCC)CCC(C(CCCC(CC(CC)Cl)Cl)Cl)Cl